ethyl (S)-3-(1-amino-1,3-dihydrospiro[indene-2,4'-piperidin]-1'-yl)-6-(2-cyclopropylpyridin-4-yl)-5-methylpyrazine-2-carboxylate N[C@@H]1C2=CC=CC=C2CC12CCN(CC2)C=2C(=NC(=C(N2)C)C2=CC(=NC=C2)C2CC2)C(=O)OCC